C(N)(=O)[C@H]1N(C[C@@]2(C1)CC1(CCCC1)NC2=O)C(=O)OCCCC r-butyl (3S,5R)-3-carbamoyl-13-oxo-2,12-diazadispiro[4.1.47.25]tridecane-2-carboxylate